COC=1C=C(C=CC1OC)C(=O)N1CCN(CC1)CCC1=CC=CC=C1 (3,4-Dimethoxyphenyl)-[4-(2-phenylethyl)piperazin-1-yl]methanon